N1N=NC2=NC(=CC=C21)C=2C=CC(=C(C(=O)NC1=CC(=C(C=C1)COC1CC1)F)C2)F 5-(1H-[1,2,3]triazolo[4,5-b]pyridin-5-yl)-N-(4-(cyclopropoxymethyl)-3-fluorophenyl)-2-fluorobenzamide